FC(C=1C(=C(C=CC1)[C@@H](C)NC=1C2=C(N=C(N1)C)C=NC(=C2)N2CC=1N(CC2)N=CC1)F)F N-{(1R)-1-[3-(difluoromethyl)-2-fluorophenyl]ethyl}-6-(6,7-dihydropyrazolo[1,5-a]pyrazin-5(4H)-yl)-2-methylpyrido[3,4-d]pyrimidin-4-amine